[N+](=O)([O-])C1=C(C=CC=C1)NP(N)(N)=O N-(2-Nitrophenyl)phosphoric triamide